CC1(C2=C(B(O1)O)C(=CC(=C2)NC2=NC=C(C(=N2)NC2=CC=CC=C2)C)C)C 3,3,7-trimethyl-5-((5-methyl-4-(phenylamino)pyrimidin-2-yl)amino)benzo[c][1,2]oxaborol-1(3H)-ol